[C@H]12CN(C[C@H](CC1)N2)C2=NC(=NC1=C(C(=C(C=C21)Cl)C2=CC(=CC1=CC=CC(=C21)Cl)O)F)OC[C@]21CCCN1C[C@@H](C2)F 4-(4-((1R,5S)-3,8-diazabicyclo[3.2.1]octan-3-yl)-6-chloro-8-fluoro-2-(((2R,7aS)-2-fluorotetrahydro-1H-pyrrolizin-7a(5H)-yl)methoxy)quinazolin-7-yl)-5-chloronaphthalen-2-ol